4,4-difluoro-N-(6-(1-methyl-5-(piperidin-1-ylmethyl)-1H-pyrazol-4-yl)isoquinolin-3-yl)cyclohexane-1-carboxamide FC1(CCC(CC1)C(=O)NC=1N=CC2=CC=C(C=C2C1)C=1C=NN(C1CN1CCCCC1)C)F